6-(Azetidin-1-yl)-N-{2-ethyl-6-[(propan-2-yl)oxy]benzene-1-sulfonyl}-4-fluoro-1-benzofuran-2-carboxamide N1(CCC1)C1=CC2=C(C=C(O2)C(=O)NS(=O)(=O)C2=C(C=CC=C2OC(C)C)CC)C(=C1)F